C(C)(C)(C)OC(=O)N1CCC(CC1)NC1=NC=C(C=N1)C=1C=CC=2N(C1)C(=C(N2)CC)N(C)C=2SC(=C(N2)C2=CC=C(C=C2)F)C#N tert-butyl-4-((5-(3-((5-cyano-4-(4-fluorophenyl)thiazol-2-yl)(methyl)amino)-2-ethylimidazo[1,2-a]pyridine-6-yl)pyrimidin-2-yl)amino)piperidine-1-carboxylate